3-(oxetan-2-ylmethyl)-6-(5-(trifluoromethyl)-4H-1,2,4-triazol-3-yl)-3H-imidazo[4,5-C]pyridine O1C(CC1)CN1C=NC2=C1C=NC(=C2)C2=NN=C(N2)C(F)(F)F